2-(2-isocyanatoethoxy)ethyl methacrylate C(C(=C)C)(=O)OCCOCCN=C=O